C(C=C)(=O)N1C[C@@H](CCC1)C1=NN(C=2C(=NNC(C21)=O)N)C2=CC=C(C=C2)OC2=CC=CC=C2 (R)-3-(1-Acryloylpiperidin-3-yl)-7-amino-1-(4-phenoxyphenyl)-1,5-dihydro-4H-pyrazolo[3,4-d]pyridazin-4-on